6-bromo-4-fluoro-1,3-dihydroindol-2-one BrC1=CC(=C2CC(NC2=C1)=O)F